BrC1=CC(=CC=C1)SC 1-bromo-3-(methylsulfanyl)benzene